COC(=O)CC=1C(NC(N([C@H]2[C@H](O)[C@H](O)[C@@H](CO)O2)C1)=O)=O 5-methoxycarbonylmethyluridin